6-(4-chlorophenyl)-2-(2-fluorobenzyl)pyridazin-3(2H)-one ClC1=CC=C(C=C1)C=1C=CC(N(N1)CC1=C(C=CC=C1)F)=O